COC(N(C=1C=CC2=C(NC(O2)C2=CC(=NC=C2)Br)C1)C(C)(C)C)=O tert-butyl-(2-(2-bromopyridin-4-yl)-2,3-dihydrobenzo[d]oxazol-5-yl)carbamic acid methyl ester